5-bromo-4,4-dimethyl-3,4-dihydroisoquinolin-1(2H)-one BrC1=C2C(CNC(C2=CC=C1)=O)(C)C